4-(2-Amino-4-(2,3-dihydrobenzo-furan-5-yl)-1H-imidazol-5-yl)pyridin-2-amine NC=1NC(=C(N1)C=1C=CC2=C(CCO2)C1)C1=CC(=NC=C1)N